6-(4-Chloro-3-isopropyl-3H-imidazo[4,5-c]pyridin-6-yl)-1-((1s,3s)-3-(piperidin-1-yl)cyclobutyl)-2',3',5',6'-tetrahydrospiro[indolin-3,4'-pyran]-2-one ClC1=NC(=CC2=C1N(C=N2)C(C)C)C2=CC=C1C(=C2)N(C(C12CCOCC2)=O)C2CC(C2)N2CCCCC2